tert-butyl 4-(2-chloro-3-quinolyl)piperazine-1-carboxylate ClC1=NC2=CC=CC=C2C=C1N1CCN(CC1)C(=O)OC(C)(C)C